C1(CCCC1)CC1=CNC=2N=CN=C(C21)N[C@H]2CN(CCC2)C(=O)OC(C)(C)C tert-butyl (R)-3-((5-(cyclopentylmethyl)-7H-pyrrolo[2,3-d]pyrimidin-4-yl)amino)piperidine-1-carboxylate